cyclopentadienyl-methyl-tungsten C1(C=CC=C1)[W]C